OC(CCCCCCCC(=O)O)C(C=CC(CCCCC)O)O 9,10,13-Trihydroxyoctadec-11-enoic acid